ClC1=NC(=NC(=C1)C1=CC=C(C=C1)C1=CC2=C(OC3=C2C=CC=C3)C=C1)C1=CC=CC=C1 4-Chloro-6-(4-(dibenzo[b,d]furan-2-yl)phenyl)-2-phenylpyrimidine